[C@H]12N(C[C@H](NC1)C2)CCN2C1=C(OC3=C2N=CC(=C3)C=3C=C2C=NNC2=CC3)C=C(C(=C1)C)C=1C=C3C=NNC3=CC1 10-(2-((1R,4R)-2,5-diazabicyclo[2.2.1]heptan-2-yl)ethyl)-3,7-di(1H-indazol-5-yl)-8-methyl-10H-benzo[b]pyrido[2,3-e][1,4]oxazine